ClC=1C=C(C(C(=O)O)=CC1Cl)C(=O)O 4,5-Dichlorophthalic acid